SC(CC(=O)OCC(C)OC(CC(C)(C)S)=O)(C)C propylene glycol bis(3-mercapto-3-methyl butyrate)